(S,S)-2-methyl-N-[(1R)-1-{6-[methyl(propan-2-yl)amino]-1-oxo-2,3-dihydro-1H-pyrrolo[3,4-c]pyridin-4-yl}ethyl]propane-2-sulfinamide CC(C)(C)[S@](=O)N[C@H](C)C1=NC(=CC2=C1CNC2=O)N(C(C)C)C